CC1(CC1)NC(O[C@H]1CO[C@H](C1)C1=CC(=NN1)NC(=O)C1=CC(=NN1C)[C@@H](C(F)(F)F)OC)=O |o1:26| (3R,5R)-5-(3-(1-methyl-3-((S*)-2,2,2-trifluoro-1-methoxyethyl)-1H-pyrazole-5-carboxamido)-1H-pyrazol-5-yl)tetrahydrofuran-3-yl (1-methylcyclopropyl)carbamate